C1(CCC1)CN(C(=O)OCC1=C(N=NN1C)C1=CC=C(C(=N1)CO)O[C@@H]1C[C@H](CCC1)C(=O)OC(C)C)C Isopropyl (1S,3S)-3-((6-(5-((((cyclobutylmethyl)(methyl)carbamoyl)oxy)methyl)-1-methyl-1H-1,2,3-triazol-4-yl)-2-(hydroxymethyl)pyridin-3-yl)oxy)cyclohexane-1-carboxylate